4-chloropyridine-2-carboximidamide ClC1=CC(=NC=C1)C(N)=N